2-(4-((S)-3,3-dicyclopropyl-2-(1-isopropyl-1H-pyrazole-5-carboxamido)propanamido)-5-fluoro-2-(trifluoromethyl)phenyl)propanoic acid C1(CC1)C([C@@H](C(=O)NC1=CC(=C(C=C1F)C(C(=O)O)C)C(F)(F)F)NC(=O)C1=CC=NN1C(C)C)C1CC1